C(=O)(OC(C)(C)C)NCCN Boc-ethylenediamine